[Cu].CN(CCN(C)C)C (N,N'-tetramethylethylenediamine) copper